2-(4-isopropyl-1H-1,2,3-triazol-1-yl)-N-(4-(6-methoxy-7-(3-(4-methylpiperazine-1-yl)propoxy)quinazolin-4-yl)phenyl)acetamide C(C)(C)C=1N=NN(C1)CC(=O)NC1=CC=C(C=C1)C1=NC=NC2=CC(=C(C=C12)OC)OCCCN1CCN(CC1)C